Chromium antimony tellurium [Te].[Sb].[Cr]